15-(3-chloro-4-fluorophenyl)-5,8-dimethyl-8,9,10,11,12,13,14,15-octahydro-2,19-etheno-3,6-(metheno)pyrido[3,4-f][1,2,5,8,11,15]hexaazacycloheptadecin-7(5H)-one ClC=1C=C(C=CC1F)N1C2=C3N=C(C4=NN(C(C(N(CCCNCC1)C)=O)=C4)C)C=CC3=NC=C2